tert-butyl 4-[3-(aminomethyl)oxetan-3-yl]piperazine-1-carboxylate NCC1(COC1)N1CCN(CC1)C(=O)OC(C)(C)C